ethyl 2-(trifluoromethyl)-5,6,7,8-tetrahydroimidazo[1,2-a]pyridine-7-carboxylate FC(C=1N=C2N(CCC(C2)C(=O)OCC)C1)(F)F